(1S,2'S,6'S)-2',6-dimethyl-6'-(1-methyl-1H-1,2,3-triazol-4-yl)spiro[isochroman-1,4'-piperidine] C[C@@H]1N[C@@H](C[C@]2(C1)OCCC1=CC(=CC=C12)C)C=1N=NN(C1)C